Benzyl 3-(3-((2-ethoxy-2-oxoethyl)thio)-2,2-dimethylpropoxy)-2-(3-iodophenyl)-2-methylpropanoate C(C)OC(CSCC(COCC(C(=O)OCC1=CC=CC=C1)(C)C1=CC(=CC=C1)I)(C)C)=O